Cl.COCC1=C(C=CC(=C1)N)N 2-Methoxymethyl-p-phenylendiamin Monohydrochlorid